C(#N)CCN1[C@H]2CC(C[C@@H]1CC2)NC(OC(C)(C)C)=O tert-butyl ((1R,3s,5S)-8-(2-cyanoethyl)-8-azabicyclo[3.2.1]octan-3-yl)carbamate